pentanediimidamide C(CCCC(N)=N)(N)=N